6-(3,3-difluoroazetidin-1-yl)-3-iodo-7-methoxyimidazo[1,2-b]pyridazine FC1(CN(C1)C=1C(=CC=2N(N1)C(=CN2)I)OC)F